BrC=1C=C(C(=O)NC2=CC=C(C=C2)F)C(=CN1)C(F)(F)F 2-bromo-N-(4-fluorophenyl)-5-(trifluoromethyl)isonicotinamide